C(#N)N1[C@H]2[C@@H](C[C@@H]1CC2)NC(=O)[C@@H]2CN(CC2)C=2C=NC=C(C2)C#N (3S)-N-((1R,2R,4S)-7-cyano-7-azabicyclo[2.2.1]heptan-2-yl)-1-(5-cyano-3-pyridinyl)-3-pyrrolidinecarboxamide